C(C1CO1)OCCC[Si](OCCC)(C)CCCOCC1CO1 bis(γ-glycidoxypropyl)methylpropoxysilane